C(N)(=O)C1(CC(=NC2=C1N=CN=C2N[C@@H]2CNC[C@H](C2)F)C2=CC(=C(C(=C2)F)OCC2(CCOCC2)O)F)C(=O)N 8-carbamoyl-6-{3,5-difluoro-4-[(4-hydroxytetrahydropyran-4-yl)methoxy]phenyl}-4-{[(3S,5S)-5-fluoropiperidin-3-yl]amino}pyrido[3,2-d]pyrimidine-8-carboxamide